6-Chloro-N-(6-chloro-5-fluoropyridin-3-yl)-1H-indole-3-sulfonamide ClC1=CC=C2C(=CNC2=C1)S(=O)(=O)NC=1C=NC(=C(C1)F)Cl